(methyl-d3)piperidine-4-carboxylic acid C([2H])([2H])([2H])N1CCC(CC1)C(=O)O